2-(2-((3'-(1-amino-2-fluoroethyl)-5-(2-oxa-7-azaspiro[3.5]nonan-7-yl)-[1,1'-biphenyl]-3-yl)methoxy)phenyl)acetic acid NC(CF)C=1C=C(C=CC1)C1=CC(=CC(=C1)N1CCC2(COC2)CC1)COC1=C(C=CC=C1)CC(=O)O